tert-butyl 4-(imidazo[1,2-a]pyridin-6-yl)-3,6-dihydropyridine-1(2H)-carboxylate N=1C=CN2C1C=CC(=C2)C=2CCN(CC2)C(=O)OC(C)(C)C